N3-[(2,4-Dichlorophenyl)methyl]-1H-1,2,4-triazole-3,5-diamine ClC1=C(C=CC(=C1)Cl)CNC1=NNC(=N1)N